C1(CC1)C1=C(OC2=CC=C(C=C2)N2N=C3C(NCC[C@H]3N3CCN(CC3)S(=O)(=O)C3=C(C=CC=C3)[N+](=O)[O-])=C2C(=O)N)C=CC=C1 (7R)-2-[4-(2-cyclopropylphenoxy)phenyl]-7-[4-(2-nitrobenzene-1-sulfonyl)piperazin-1-yl]-4,5,6,7-tetrahydro-2H-pyrazolo[4,3-b]pyridine-3-carboxamide